8-bromo-5-chloro-3,4-dihydro-2H-1,4-benzoxazine BrC1=CC=C(C=2NCCOC21)Cl